6-amino-1,3-benzoxazole-5-boronic acid pinacol ester NC1=CC2=C(N=CO2)C=C1B1OC(C)(C)C(C)(C)O1